2-((benzyloxycarbonyl)piperidin-4-ylamino)benzamide C(C1=CC=CC=C1)OC(=O)N(C1=C(C(=O)N)C=CC=C1)C1CCNCC1